(4-(dihexylamino)-3-fluorophenyl)-2,6-dimethylpyrimidin-4(3H)-one p-toluenesulfonate CC1=CC=C(C=C1)S(=O)(=O)O.C(CCCCC)N(C1=C(C=C(C=C1)N1C(=NC(=CC1=O)C)C)F)CCCCCC